C(N)(=O)C1=C(C=C(C=C1)C=1CCN(CC1)C(=O)OC(C)(C)C)C1=NC=C(C=C1)OC1=CC=CC=C1 tert-butyl 4-(4-carbamoyl-3-(5-phenoxypyridin-2-yl) phenyl)-3,6-dihydropyridine-1(2H)-carboxylate